BrC=1C=2CCC2C=CC1 2-bromobicyclo[4.2.0]octan-1(6),2,4-triene